tert-butyl (R)-3-((S)-1-(tert-butoxy)-1-oxo-3-(3-(4,4,5,5-tetramethyl-1,3,2-dioxaborolan-2-yl)phenyl)propan-2-yl)pyrrolidine-1-carboxylate C(C)(C)(C)OC([C@@H](CC1=CC(=CC=C1)B1OC(C(O1)(C)C)(C)C)[C@@H]1CN(CC1)C(=O)OC(C)(C)C)=O